ClC1=C(C=C(C=C1)C=1C=NC(=NC1)NC=1C(=NN(C1)C1CCC2(OCCO2)CC1)OC1COC1)O[C@H](CN1N=NN=C1)C 5-(4-chloro-3-{[(2S)-1-(1H-tetrazol-1-yl)propan-2-yl]oxy}phenyl)-N-(1-{1,4-dioxaspiro[4.5]decan-8-yl}-3-(oxetan-3-yloxy)-1H-pyrazol-4-yl)pyrimidin-2-amine